(2-azabicyclo[2.2.2]octan-6-yl)-3-methylimidazolin-2-one C12NCC(CC1N1C(N(CC1)C)=O)CC2